P(=S)([S-])([O-])[O-].[Li+].[Li+].[Li+] lithium dithiophosphate